2-(3-Fluoro-4-methyl-phenyl)-cyclopropanecarboxylic acid (2-isopropyl-4-oxo-4H-quinazolin-3-yl)-amide C(C)(C)C1=NC2=CC=CC=C2C(N1NC(=O)C1C(C1)C1=CC(=C(C=C1)C)F)=O